4,9-dichloro-6-((4,6-dimethyl-2-oxo-1,2-dihydropyridin-3-yl)methyl)-2-(trans-4-(dimethylamino)cyclohexyl)-2-methyl-7,8-dihydro-[1,3]dioxolo[4,5-g]isoquinolin-5(6H)-one ClC1=C2C(=C(C=3CCN(C(C13)=O)CC=1C(NC(=CC1C)C)=O)Cl)OC(O2)(C)[C@@H]2CC[C@H](CC2)N(C)C